2-[4-(2,2-dimethylpropyl)-2,6-dimethyl-phenyl]-4,4,5,5-tetramethyl-1,3,2-dioxaborolane CC(CC1=CC(=C(C(=C1)C)B1OC(C(O1)(C)C)(C)C)C)(C)C